2,3,5,6-tetrafluorobenzyl-(1R,3S)-3-(2,2-dichlorovinyl)-2,2-dimethylcyclopropane 2,3,5,6-tetrafluorobenzyl-(1R)-trans-3-(2,2-dichlorovinyl)-2,2-dimethylcyclopropanecarboxylate FC1=C(COC(=O)[C@H]2C([C@@H]2C=C(Cl)Cl)(C)C)C(=C(C=C1F)F)F.FC1=C(C[C@H]2C([C@@H]2C=C(Cl)Cl)(C)C)C(=C(C=C1F)F)F